Ethyl 2-(4-methoxybenzyl)-1-methyl-1H-imidazole-4-carboxylate COC1=CC=C(CC=2N(C=C(N2)C(=O)OCC)C)C=C1